N-methyl-N'-phenyl-ethane-1,2-diamine dihydrochloride Cl.Cl.CNCCNC1=CC=CC=C1